propiolate C(C#C)(=O)[O-]